S1C(=CC=C1)C(=O)NC=1C=C(C=CC1)C=1N=C(C2=C(N1)SC=C2)NC(P(OCC)(OCC)=O)P(OCC)(OCC)=O Tetraethyl (((2-(3-(thiophene-2-carboxamido)phenyl)thieno[2,3-d]pyrimidin-4-yl)amino)methylene)bis(phosphonate)